C1(CC1)[C@]1(C(N(CC1)C=1C=2N(N=CC1)C=C(C2)C=2C=NN(C2)C)=O)CC#N 2-[(3R)-3-cyclopropyl-1-[6-(1-methylpyrazol-4-yl)pyrrolo[1,2-b]pyridazin-4-yl]-2-oxopyrrolidin-3-yl]acetonitrile